rac-1-(tert-butyl) 3-ethyl (3S,4S)-4-(2-chlorophenyl)pyrrolidine-1,3-dicarboxylate ClC1=C(C=CC=C1)[C@@H]1[C@@H](CN(C1)C(=O)OC(C)(C)C)C(=O)OCC |r|